1-(3-chloro-5'-fluoro-2'-hydroxy-3'-(2-(1-imino-1-oxidothiomorpholino)pyridin-4-yl)-[1,1'-biphenyl]-4-yl)-3-methyl-1H-imidazol-2(3H)-one ClC=1C=C(C=CC1N1C(N(C=C1)C)=O)C1=C(C(=CC(=C1)F)C1=CC(=NC=C1)N1CCS(CC1)(=O)=N)O